7-hexadecene-1-ol C(CCCCCC=CCCCCCCCC)O